Methyl 1-((1-(tert-butoxycarbonyl)azetidin-3-yl)methyl)-7-chloro-2-(1-(cyclopropylmethyl)-1H-pyrrolo[2,3-b]pyridin-2-yl)-1H-benzo[d]imidazole-5-carboxylate C(C)(C)(C)OC(=O)N1CC(C1)CN1C(=NC2=C1C(=CC(=C2)C(=O)OC)Cl)C2=CC=1C(=NC=CC1)N2CC2CC2